NC=1C(=C(C=CC1F)C(=O)C1=CNC2=NC=C(C=C21)Br)F (3-amino-2,4-difluorophenyl)-(5-bromo-1H-pyrrolo[2,3-b]pyridin-3-yl)methanone